6-bromoquinolin-2-amine BrC=1C=C2C=CC(=NC2=CC1)N